(2S,6S)-4-(3-(1H-pyrazol-4-yl)imidazo[1,2-b]pyridazin-6-yl)-2,6-dimethylmorpholine N1N=CC(=C1)C1=CN=C2N1N=C(C=C2)N2C[C@@H](O[C@H](C2)C)C